FC(C(=O)O)(F)F.FC(C(=O)O)(F)F.CN1C(CCC1)C(=O)N 1-methylpyrrolidine-2-carboxamide bis(2,2,2-trifluoroacetate)